NC=1C(=NC(=C(N1)N1CCOCC1)C=1C=CC=2N(C1)C(=CN2)C)C(=O)NCC2=NC=CC=C2F 3-amino-N-[(3-fluoropyridin-2-yl)methyl]-6-[3-methylimidazo[1,2-a]pyridin-6-yl]-5-(morpholin-4-yl)pyrazine-2-carboxamide